C(C)C=1NC(=CC1)CC 2,5-diethyl-pyrrol